palmitic anilide C(CCCCCCCCCCCCCCC)(=O)NC1=CC=CC=C1